tert-butyl ((4-(difluoromethyl)pyridin-3-yl)methyl)(methyl)carbamate FC(C1=C(C=NC=C1)CN(C(OC(C)(C)C)=O)C)F